3-(benzyloxy)-N-(4-chloro-2-fluorophenyl)-1-(2-chloro-N-(4-fluorobenzyl)acetamido)cyclobutane-1-carboxamide C(C1=CC=CC=C1)OC1CC(C1)(C(=O)NC1=C(C=C(C=C1)Cl)F)N(C(CCl)=O)CC1=CC=C(C=C1)F